phenylbipyrimidinyl C1(=CC=CC=C1)C1=NC(=NC=C1)C1=NC=CC=N1